BrC=1C=C2CN(C(C2=CC1)=NC)C 5-bromo-N,2-dimethylisoindoline-1-imine